5-bromo-4-chloro-2-fluoro-N-(2-methoxyphenyl)-N-methylbenzamide BrC=1C(=CC(=C(C(=O)N(C)C2=C(C=CC=C2)OC)C1)F)Cl